CN(C)\C=N\NC(=O)C1=CC=2N(C(=C1)OC1=CC=C(C=C1)O)C=NC2 N-[(E)-dimethylaminomethyleneamino]-5-(4-hydroxyphenoxy)imidazo[1,5-a]pyridine-7-carboxamide